C(=O)C=1C=C(C2=C(N=C(O2)C=2C(=C(C=CC2)C2=C(C(=CC=C2)NC=2N=CC=C3C(=CC=NC23)CN2C[C@H](CC2)O)C)C)C1)C#N (S)-5-formyl-2-(3'-((4-((3-hydroxypyrrolidin-1-yl)methyl)-1,7-naphthyridin-8-yl)amino)-2,2'-dimethyl-[1,1'-biphenyl]-3-yl)benzo[d]oxazole-7-carbonitrile